(3r,4r)-4-{[7-(cyclopent-1-en-1-yl)pyrrolo[2,1-f][1,2,4]triazin-2-yl]amino}-1-methanesulfonylpiperidin-3-ol C1(=CCCC1)C1=CC=C2C=NC(=NN21)N[C@H]2[C@@H](CN(CC2)S(=O)(=O)C)O